N-(1-amino-2-methyl-1-oxopropan-2-yl)-N-(3-chloro-2-fluoro-4-methoxyphenyl)propiolamide NC(C(C)(C)N(C(C#C)=O)C1=C(C(=C(C=C1)OC)Cl)F)=O